((5-(1-(2,6-dichlorophenyl)azetidin-3-yl)-3-methylpyridin-2-yl)methyl)-piperidine-4-carboxylic acid ClC1=C(C(=CC=C1)Cl)N1CC(C1)C=1C=C(C(=NC1)CN1CCC(CC1)C(=O)O)C